The molecule is a member of the class of oxazolidinones that is 5-ethenyl-5-methyl-2,4-oxazolidinedione in which the imide hydrogen is replaced by a 3,5-dichlorophenyl group. It is a dicarboximide, a dichlorobenzene, an oxazolidinone and an olefinic compound. CC1(C(=O)N(C(=O)O1)C2=CC(=CC(=C2)Cl)Cl)C=C